N1=C(C=CC=C1)O[C@@H]1CC[C@H](CC1)C1=NN=C2N1C1=C(CC(C2)N)C=CC=C1 1-[trans-4-(pyridin-2-yloxy)cyclohexyl]-5,6-dihydro-4H-[1,2,4]Triazolo[4,3-a][1]Benzazepin-5-amine